CC1=NC=CC=2C3=CC=C(C=C3N(C12)CC)O 1-methyl-7-hydroxy-9-ethyl-β-carboline